magnesium bis(cyclopentadienyl) phosphate P(=O)(OC1C=CC=C1)(OC1C=CC=C1)[O-].[Mg+2].C1(C=CC=C1)OP(=O)(OC1C=CC=C1)[O-]